NC1=C(C=CC(=C1)Cl)C(C)=O 1-(2-amino-4-chlorophenyl)ethan-1-one